(S,Z)-3-(3-(3-((tert-butyldimethylsilyl)oxy)pyrrolidine-1-carbonyl)-4-fluorobenzylidene)isobenzofuran-1(3H)-one [Si](C)(C)(C(C)(C)C)O[C@@H]1CN(CC1)C(=O)C=1C=C(\C=C\2/OC(C3=CC=CC=C23)=O)C=CC1F